5,15-bis(2,6-dihexyloxyphenyl)-10-(4-aminophenylethynyl)-20-bromoporphyrin C(CCCCC)OC1=C(C(=CC=C1)OCCCCCC)C=1C2=CC=C(N2)C(=C2C=CC(C(=C3C=CC(=C(C=4C=CC1N4)C#CC4=CC=C(C=C4)N)N3)C3=C(C=CC=C3OCCCCCC)OCCCCCC)=N2)Br